6-bromobenzo[1,2-b]benzothiophene BrC1=CC=CC=2C3=C(SC21)C=CC=C3